2-{[(3R,6R)-6-methyl-1-{[2-(5-methyl-1,2,4-oxadiazol-3-yl)phenyl]carbonyl}piperidin-3-yl]oxy}pyridine-4-carbonitrile C[C@@H]1CC[C@H](CN1C(=O)C1=C(C=CC=C1)C1=NOC(=N1)C)OC1=NC=CC(=C1)C#N